FC1(CN(CC1=O)C(=O)OC(C)(C)C)F tert-butyl 3,3-difluoro-4-oxopyrrolidine-1-carboxylate